C(C)[Si](CC)(CC)C(=O)C1=CC=C(C=C1)C p-tolyl (triethylsilyl) ketone